C(C)(C)(C)[Si](OCC[C@@H]1CNC(O1)=O)(C1=CC=CC=C1)C1=CC=CC=C1 (5R)-5-[2-[tert-butyl-(diphenyl)silyl]oxyethyl]oxazolidin-2-one